C(N)(=O)C1=C(C=NC=C1)NC(CCC(=O)O)=O 4-[(4-carbamoyl-3-pyridinyl)amino]-4-oxo-butyric acid